(2-Cycloheptyl-5-ethyl-6-(4-(2-hydroxy-3-methylbenzoyl)piperazin-1-yl)-7-oxo-[1,2,4]triazolo[1,5-a]pyrimidin-4(7H)-yl)-N-(4-(trifluoromethyl)phenyl)acetamide C1(CCCCCC1)C1=NN2C(N(C(=C(C2=O)N2CCN(CC2)C(C2=C(C(=CC=C2)C)O)=O)CC)CC(=O)NC2=CC=C(C=C2)C(F)(F)F)=N1